C(CCCCCCCCCCCCCC)=O PENTADECANAL